[Cl-].C[N+](CCO)(CCO)CCCCCCCCCCCC Methyl-dodecyl-bishydroxyethyl-ammonium chloride